C(C)(=O)C=1C=C(C=C2C(C(=C(OC12)N1CCC(CC1)(C)C)Br)=O)C 8-acetyl-3-bromo-2-(4,4-dimethyl-1-piperidinyl)-6-methyl-chromen-4-one